(S)-6-((2-oxaspiro[3.4]octan-6-yl)oxy)-N-(6-chloropyridin-3-yl)isoquinolin-1-amine C1OCC12C[C@H](CC2)OC=2C=C1C=CN=C(C1=CC2)NC=2C=NC(=CC2)Cl